6-aminomethyl-1,1-dioxo-1,2-benzothiazole NCC1=CC2=C(C=NS2(=O)=O)C=C1